C(C)(C)(C)OC(N[C@H](C(=O)NC=1C(N(C=CC1)CC=1NC2=C(C=CC=C2C1)OCC1=C(C=C(C=C1)F)F)=O)CC\C=C\C(=O)N(C)C)=O tert-Butyl-(S,E)-(1-((1-((7-((2,4-difluorobenzyl)oxy)-1H-indol-2-yl)methyl)-2-oxo-1,2-dihydropyridin-3-yl)amino)-7-(dimethylamino)-1,7-dioxohept-5-en-2-yl)carbamat